1-(cyclopropylmethyl)-N-(3-fluoropyridin-4-yl)-1,4,5,6-tetrahydrocyclopenta[c]pyrazole-3-carboxamide C1(CC1)CN1N=C(C2=C1CCC2)C(=O)NC2=C(C=NC=C2)F